2-(3-(4-(3,4-dichlorophenyl)piperazin-1-yl)propyl)-6-(4,4,5,5-tetramethyl-1,3,2-dioxaborolan-2-yl)hexanoic acid ClC=1C=C(C=CC1Cl)N1CCN(CC1)CCCC(C(=O)O)CCCCB1OC(C(O1)(C)C)(C)C